6,7-dimethoxy-2-methyl-N-{(1R)-1-[4'-(methylsulfonyl)biphenyl-3-yl]ethyl}quinazolin-4-amine COC=1C=C2C(=NC(=NC2=CC1OC)C)N[C@H](C)C=1C=C(C=CC1)C1=CC=C(C=C1)S(=O)(=O)C